CC(C)(C)NC(=O)OCC12OCC(CC1)(CC2)CO {4-(hydroxymethyl)-2-oxabicyclo[2.2.2]oct-1-yl}methyl 2-methyl-2-propanecarbamate